8-benzyl-6-(3-((tert-butyldimethylsilyl)oxy)phenyl)-2-(thiophen-2-ylmethylene)imidazo[1,2-a]Pyrazin-3(2H)-one C(C1=CC=CC=C1)C=1C=2N(C=C(N1)C1=CC(=CC=C1)O[Si](C)(C)C(C)(C)C)C(C(N2)=CC=2SC=CC2)=O